(S)-(1-fluorocyclopropyl)(6-(4-(2-(3-hydroxy-3-methylbutoxy)phenyl)piperidin-1-yl)-2-azaspiro[3.4]octan-2-yl)methanone FC1(CC1)C(=O)N1CC2(C1)C[C@H](CC2)N2CCC(CC2)C2=C(C=CC=C2)OCCC(C)(C)O